methyl (E)-11-[[4-[(2,2,2-trifluoroacetyl)amino]phenyl]sulfonylamino]undec-2-enoate FC(C(=O)NC1=CC=C(C=C1)S(=O)(=O)NCCCCCCCC/C=C/C(=O)OC)(F)F